4-nitro-naphthalene-1-diazonium tetrafluoroborate F[B-](F)(F)F.[N+](=O)([O-])C1=CC=C(C2=CC=CC=C12)[N+]#N